BrC=1C(=CC(=C(C1)/N=C/N(C)C)I)Cl (E)-N'-(5-bromo-4-chloro-2-iodophenyl)-N,N-dimethylmethanimidamide